1-(3-(5-methyl-1-(4-(trifluoromethyl)phenyl)-1H-pyrazolo[3,4-b]pyridin-3-yl)pyrrolidin-1-yl)prop-2-en-1-one CC=1C=C2C(=NC1)N(N=C2C2CN(CC2)C(C=C)=O)C2=CC=C(C=C2)C(F)(F)F